(R)-8-chloro-N-(1-(6,7-difluoro-4-oxo-3,4-dihydrophthalazin-1-yl)ethyl)-N-methylindolizine-2-carboxamide ClC1=CC=CN2C=C(C=C12)C(=O)N(C)[C@H](C)C1=NNC(C2=CC(=C(C=C12)F)F)=O